FC(C1=NN=C(O1)C1=CC(=C(C=C1)CN(C(=O)N1CCS(CC1)(=O)=N)C1=CC=C(C=C1)F)F)F N-[[4-[5-(difluoromethyl)-1,3,4-oxadiazol-2-yl]-2-fluoro-phenyl]methyl]-N-(4-fluorophenyl)-1-imino-1-oxo-1,4-thiazinan-4-carboxamide